C1(CCC1)NC1=NC=C(C(=N1)NC1CCC(CC1)OCC)C(=O)N 2-(cyclobutylamino)-4-((1s,4s)-4-ethoxycyclohexylamino)pyrimidine-5-carboxamide